[N+](=O)([O-])C1=CC=C(C=C1)S(=O)(=O)OC[C@H](COC1=CC2=C(N=C(S2)C=2C=NC(=CC2)N(C)C(=O)OC(C)(C)C)C=C1)OC1OCCCC1 (2S)-3-((2-(6-((tert-butoxycarbonyl) (methyl)amino)pyridin-3-yl)benzo[d]thiazol-6-yl)oxy)-2-((tetrahydro-2H-pyran-2-yl)oxy)propyl 4-nitrobenzenesulfonate